(dimethylphenoxy)phenol CC=1C(=C(OC2=C(C=CC=C2)O)C=CC1)C